C=NC1=C(C=NN1\C(=C/C)\NCCC1=NC=CC=C1)C1=CC=C(C(=O)NCCN2CCOCC2)C=C1 4-[5-(methyleneamino)-1-[(Z)-1-[2-(2-pyridyl)ethylamino]prop-1-enyl]pyrazol-4-yl]-N-(2-morpholinoethyl)benzamide